C(C)(=O)OC[C@@]1(O[C@H]([C@@H]([C@@H]1OCC1=CC=CC=C1)OC(C)=O)N1C2=NC=NC(=C2N=C1)Cl)COCC1=CC=CC=C1 [(2S,3S,4R,5R)-4-acetoxy-3-benzyloxy-2-(benzyloxymethyl)-5-(6-chloropurin-9-yl)tetra-hydrofuran-2-yl]methyl acetate